3,4-dibromo-3-cyclobutene-1,2-dione BrC=1C(C(C1Br)=O)=O